(2,6-Dioxopiperidin-3-yl)-4-[4-(hydroxymethyl)piperidin-1-yl]isoindole-1,3-dione O=C1NC(CCC1C=1C(=C2C(NC(C2=CC1)=O)=O)N1CCC(CC1)CO)=O